CC1(CC(C=2CCCOC2C1=O)=O)S(=O)(=O)O 7-methyl-5,8-dioxo-3,4,5,6,7,8-hexahydro-2H-chromene-7-sulfonic acid